C(C)(C)OC1=CC=C(C=C1)O 4-isopropoxyphenol